FC1=C(C=CC=C1F)C=1C(N(C(N(C1)CC(N1CCC(CC1)N1C(NC2=C(CC1)C=CC=C2)=O)=O)=O)CCS(=O)(=O)C)=O 5-(2,3-difluorophenyl)-3-(2-methylsulfonylethyl)-1-[2-oxo-2-[4-(2-oxo-4,5-dihydro-1H-1,3-benzodiazepin-3-yl)-1-piperidyl]ethyl]pyrimidine-2,4-dione